C(C)(C)(C)OC(=O)N1[C@@H](COCC1)C=1C=C(C=C2CCN(CC12)C(=O)C=1C=NC(=NC1)C)Cl (R)-3-[6-Chloro-2-(2-methylpyrimidine-5-carbonyl)-1,2,3,4-tetrahydroisoquinolin-8-yl]morpholine-4-carboxylic acid tert-butyl ester